4-(5-methoxy-2-naphthylamino)-2-[3-methoxy-4-(3-piperidinopropoxy)phenylamino]pyrimidine COC1=C2C=CC(=CC2=CC=C1)NC1=NC(=NC=C1)NC1=CC(=C(C=C1)OCCCN1CCCCC1)OC